(4-iodo-2-isopropylphenyl)hydrazine IC1=CC(=C(C=C1)NN)C(C)C